stearamidopropyl dimethylaminoacetate CN(C)CC(=O)OCCCNC(CCCCCCCCCCCCCCCCC)=O